3-((5-fluoro-2-((4-(4-methylpiperazin-1-yl)phenyl)amino)pyrimidin-4-yl)amino)benzoyl-hydrazine FC=1C(=NC(=NC1)NC1=CC=C(C=C1)N1CCN(CC1)C)NC=1C=C(C(=O)NN)C=CC1